2-[1-[(2,3-difluorophenyl)methyl]-5-oxo-pyrrolidin-2-yl]-N-(1,2,4-thiadiazol-5-yl)acetamide FC1=C(C=CC=C1F)CN1C(CCC1=O)CC(=O)NC1=NC=NS1